C(#N)C=C1C=CC(C=C1)=CC#N 3,6-BIS(CYANOMETHYLIDEN)CYCLOHEXA-1,4-DIEN